C1(CC1)C1=NC(=NN1)C1=CC=C(C=C1)NC(C1=C(C=CC(=C1)CN1CCS(CC1)(=O)=O)F)=O N-[4-(5-Cyclopropyl-1H-1,2,4-triazol-3-yl)phenyl]-5-[(1,1-dioxo-1,4-thiazinan-4-yl)methyl]-2-fluorobenzamide